6-[8-(1,3-benzothiazol-2-ylcarbamoyl)-3,4-dihydroisoquinolin-2(1H)-yl]-3-{2-methyl-3-[tricyclo[3.3.1.13,7]dec-1-yloxy]phenyl}pyridine-2-carboxylic acid tert-butyl ester C(C)(C)(C)OC(=O)C1=NC(=CC=C1C1=C(C(=CC=C1)OC12CC3CC(CC(C1)C3)C2)C)N2CC3=C(C=CC=C3CC2)C(NC=2SC3=C(N2)C=CC=C3)=O